N-(4-(4,4,5,5-tetramethyl-1,3,2-dioxaborolan-2-yl)isoquinolin-1-yl)benzo[d]thiazol-2-amine CC1(OB(OC1(C)C)C1=CN=C(C2=CC=CC=C12)NC=1SC2=C(N1)C=CC=C2)C